C(C)OC(=O)C=1SC(=C(C1)C1=NNC=C1)CCCO 5-(3-hydroxypropyl)-4-(1H-pyrazol-3-yl)thiophene-2-carboxylic acid ethyl ester